N-(2,2-Difluoroethyl)-6-{4-[1-(propan-2-yl)piperidin-4-yl]-1,4-diazepan-1-yl}pyridine-2-carboxamide FC(CNC(=O)C1=NC(=CC=C1)N1CCN(CCC1)C1CCN(CC1)C(C)C)F